CC1=NN2C(=NN=C(C2=C1)N[C@H]1CNCCC1)C1=C(C=C(C=C1)C(F)(F)F)O 2-(2-methyl-4-{[(3R)-piperidin-3-yl]amino}pyrazolo[1,5-d][1,2,4]triazin-7-yl)-5-(trifluoromethyl)phenol